ethyl 2-bromo-4-(2-ethoxy-N-methyl-2-oxoacetamido)-5-nitrobenzoate BrC1=C(C(=O)OCC)C=C(C(=C1)N(C(C(=O)OCC)=O)C)[N+](=O)[O-]